ClC1=C(C=CC(=C1)Cl)N1C(=NN=C1SCC)CCCO 3-(4-(2,4-dichlorophenyl)-5-(ethylthio)-4H-1,2,4-triazol-3-yl)propan-1-ol